N1-(2-amino-4-chlorophenyl)-2-aminobenzamide NC1=C(C=CC(=C1)Cl)NC(C1=C(C=CC=C1)N)=O